C(C)(C)(C)C1=CC2=C(C3=CC=C(C=C3C=C2C=C1)C(C)(C)C)OC(=O)C1C(C2C=CC1C2)C(=O)O 2,6-bis(tert-butyl)-9-[2-carboxy(3,6-methano-4-cyclohexenyl)]carbonyloxyanthracene